BrC=1C=C(C(=NC1)C(=O)NC1CCN(CC1)S(=O)(=O)C)C(=O)N 5-bromo-N2-(1-(methylsulfonyl)piperidin-4-yl)pyridine-2,3-dicarboxamide